BrC1=C(C=C2C(=C(C=NC2=C1F)[N+](=O)[O-])Cl)Cl 7-bromo-4,6-dichloro-8-fluoro-3-nitroquinoline